FC1=C(C=C(C=C1)OC)B(O)O (2-fluoro-5-methoxyphenyl)boronic acid